1,4,10-trioxa-7,13-diazacyclopentadecane O1CCOCCNCCOCCNCC1